C(C)(C)(C)OC(=O)N1[C@H](C[C@H](C1)O)C (2S,4R)-4-hydroxy-2-methyl-pyrrolidine-1-carboxylic acid tert-butyl ester